BrC=1C(=NC(=NC1OC)NC12CC3(CC(CC(C1)C3)C2)O)C2=CC(=C(C#N)C=C2)F 4-(5-bromo-2-((3-hydroxyadamantan-1-yl)amino)-6-Methoxypyrimidin-4-yl)-2-fluorobenzonitrile